C1(=CC=CC=C1)[C@H](C)N1CC(CC1)C(=O)O 1-((S)-1-phenylethyl)pyrrolidine-3-carboxylic acid